3,5-di(tertiary butyl)-4-hydroxyphenylpropionyl chloride C(C)(C)(C)C=1C=C(C=C(C1O)C(C)(C)C)CCC(=O)Cl